FC(OC=1C=C(C=CC1)C1=NN(C=2C1=NC=C(C2)C(=O)N[C@]2(COCC2)CO)C(C)C)F (S)-3-(3-(difluoromethoxy)phenyl)-N-(3-(hydroxymethyl)tetrahydrofuran-3-yl)-1-isopropyl-1H-pyrazolo[4,3-b]pyridine-6-carboxamide